2-({8-bromo-3-oxo-1H,2H,3H-benzo[e]isoindol-2-yl}methyl)prop-2-enamide BrC=1C=CC2=C(C=3CN(C(C3C=C2)=O)CC(C(=O)N)=C)C1